N(=[N+]=[N-])[C@@H]1[C@H]([C@@H]2OC(OC[C@H]2O[C@H]1SC1=CC=C(C=C1)C)C1=CC=CC=C1)F (4aR,6S,7R,8R,8aR)-7-azido-8-fluoro-2-phenyl-6-(p-tolylthio)hexahydropyrano[3,2-d][1,3]dioxine